CC1=NC(=NO1)C=1C=C(C=CC1)C(=O)NCCC(=O)NC=1C=NN(C1)C(=O)OCCC propyl 4-(3-{[3-(5-methyl-1,2,4-oxadiazol-3-yl) phenyl] formylamino} propionylamino)-1H-pyrazole-1-carboxylate